ClC1=CC=NC2=C(C=CC=C12)Cl 4,8-Dichloroquinoline